3-(2,2-difluoroethyl)-1-(5-(2-methoxypyrimidin-5-yl)pyridin-2-yl)-1-(trans-4-((4-(2-oxa-7-azaspiro[4.4]nonan-7-yl)-5-(trifluoromethyl)pyrimidin-2-yl)amino)cyclohexyl)urea FC(CNC(N([C@@H]1CC[C@H](CC1)NC1=NC=C(C(=N1)N1CC2(CCOC2)CC1)C(F)(F)F)C1=NC=C(C=C1)C=1C=NC(=NC1)OC)=O)F